CC1(CC=C(CC1)C1=NC=NC=C1)C 4-(4,4-dimethylcyclohex-1-en-1-yl)pyrimidin